C(C)(C)(C)OC(N(CCC)OCC)=O N-ethoxy-N-propyl-carbamic acid tert-butyl ester